C(C1CO1)OC1=CC=C(N(CC2CO2)CC2CO2)C=C1 4-glycidyloxy-N,N-di-glycidyl-aniline